dioctyltin diethyl-malate C(C)OC(C(O)CC(=O)OCC)=O.C(CCCCCCC)[Sn]CCCCCCCC